(R)-1-(1-(6,7-difluoro-1-oxo-1,2-dihydroisoquinolin-4-yl)ethyl)-1-ethyl-3-phenylurea FC=1C=C2C(=CNC(C2=CC1F)=O)[C@@H](C)N(C(=O)NC1=CC=CC=C1)CC